tropan-3-ol (±)-tropate C([C@@H](CO)C1=CC=CC=C1)(=O)OC1C[C@H]2CC[C@@H](C1)N2C |&1:1|